[C@@H]1([C@@H](C1)C(=O)O)C(=O)O (1r,2r)-cyclopropane-1,2-dicarboxylic acid